C1(CC1)[C@H](CO)NC1=NC(=C2N=CN(C2=N1)C(F)F)N[C@@H]1CN(C[C@H]1F)C(=O)OC(C)(C)C |&1:20,24| tert-butyl (3RS,4RS)-3-((2-(((R)-1-cyclopropyl-2-hydroxyethyl)-amino)-9-(difluoromethyl)-9H-purin-6-yl)amino)-4-fluoropyrrolidine-1-carboxylate